[Cr].[Mn].[Fe] iron-manganese-chromium